COC(=O)[C@@H]1[C@H]2C([C@H]2CN1C([C@H](C(C)(C)C)NC(=O)OC(C)(C)C)=O)(C)C (1R,2S,5S)-3-((S)-2-((tert-butyloxycarbonyl)amino)-3,3-dimethylbutanoyl)-6,6-dimethyl-3-azabicyclo[3.1.0]hexane-2-carboxylic acid methyl ester